Cl.C1(CCCC1)NC1=CC(=C2CCNCC2=C1)C1=CC=C(C=C1)C(F)(F)F N-cyclopentyl-5-(4-(trifluoromethyl)phenyl)-1,2,3,4-tetrahydroisoquinolin-7-amine hydrochloride